CN1C[C@@H](CC1)O (R)-1-methyl-3-pyrrolidinol